N-(3-(2'-amino-7'-oxo-5'H-spiro[cyclopropane-1,8'-pyrido[4,3-d]pyrimidine]-6'(7'H)-yl)-4-methylphenyl)-3-(trifluoromethyl)benzamide NC=1N=CC2=C(N1)C1(C(N(C2)C=2C=C(C=CC2C)NC(C2=CC(=CC=C2)C(F)(F)F)=O)=O)CC1